3-{2-[4-{[(6-methanesulfonyl-5-methylpyridin-3-yl)oxy]methyl}-2-methylpyrrolidin-1-yl]ethyl}benzonitrile CS(=O)(=O)C1=C(C=C(C=N1)OCC1CC(N(C1)CCC=1C=C(C#N)C=CC1)C)C